1-[4-(3,4-difluorophenyl)piperazin-1-yl]-2-methyl-prop-2-en-1-one FC=1C=C(C=CC1F)N1CCN(CC1)C(C(=C)C)=O